C1(CCCCC1)C[C@@H](C(=O)N[C@H](C=O)CCC(N1CC(CCC1)C1=CC=CC=C1)=O)NC(OCC1=CC(=CC=C1)Cl)=O 3-chlorobenzyl ((2S)-3-cyclohexyl-1-(((2S)-1,5-dioxo-5-(3-phenylpiperidin-1-yl)pentan-2-yl)amino)-1-oxopropan-2-yl)carbamate